ClC1=CC(=CS1)N1CC(C1)C(=O)N(C)[C@@H]1COCC=2NC(C=3C=C(C(=CC3C21)F)F)=O (S)-1-(5-chlorothien-3-yl)-N-(8,9-difluoro-6-oxo-1,4,5,6-tetrahydro-2H-pyrano[3,4-c]isoquinolin-1-yl)-N-methylazetidin-3-carboxamide